CC1=NC(=CC(=C1)C=1N(C2=CC(=CC=C2C1C)C=1C=CC(=NC1)N1CCN(CC1)C(=O)OC(C)(C)C)CC1=CC=C(C=C1)OC)C tert-butyl 4-(5-(2-(2,6-dimethylpyridin-4-yl)-1-(4-methoxybenzyl)-3-methyl-1H-indol-6-yl)pyridin-2-yl)piperazine-1-carboxylate